2-(2-cyclopropylphenyl)-N-methyl-N-[4-[1-methyl-4-(trifluoromethyl)imidazol-2-yl]phenyl]-5H-pyrrolo[3,2-d]pyrimidin-7-amine C1(CC1)C1=C(C=CC=C1)C=1N=CC2=C(N1)C(=CN2)N(C2=CC=C(C=C2)C=2N(C=C(N2)C(F)(F)F)C)C